FC(C1=CC=C(C=N1)C1CCC(CC1)N1C[C@]2(CCS(C2)(=O)=O)CCC1)(F)F (R)-7-((1s,4S)-4-(6-(Trifluoromethyl)pyridin-3-yl)cyclohexyl)-2-thia-7-azaspiro[4.5]decane 2,2-dioxide